6,1,2,3-tetramethyl-3H-indole iodide [I-].CC1=CC=C2C(C(N(C2=C1)C)C)C